di-t-butoxy bis(ethyl acetoacetate) zirconium [Zr].C(C)CC(CC(=O)OOC(C)(C)C)=O.C(C)CC(CC(=O)OOC(C)(C)C)=O